NC1=C(C(N(C=N1)[C@@H]1C=C([C@H]([C@H]1O)O)COC1=CC(=C2C=C(C(=NC2=C1)N)Cl)F)=O)F 6-amino-3-((1r,4r,5s)-3-(((2-amino-3-chloro-5-fluoroquinolin-7-yl)oxy)methyl)-4,5-dihydroxycyclopent-2-en-1-yl)-5-fluoropyrimidin-4(3H)-one